C(C)(C)(C)OC(=O)N(C(C(=O)OC)=C)C(=O)OC(C)(C)C methyl 2-{bis[(tert-butoxy) carbonyl]amino}prop-2-enoate